C(C)NC(=O)[C@H]1O[C@H]([C@@H]([C@@H]1O)O)N1C2=NC(=NC(=C2N=C1)NC)C=1C=NC=C(C1)C (2S,3S,4R,5R)-N-ethyl-3,4-dihydroxy-5-(6-(methylamino)-2-(5-methylpyridin-3-yl)-9H-purine-9-yl)tetrahydrofuran-2-carboxamide